2-hydroxy-6-isopentyl-nicotinic acid OC1=C(C(=O)O)C=CC(=N1)CCC(C)C